FC1=C(C(=CC=C1)OC)[N+](=O)[O-] 1-fluoro-3-methoxy-2-nitrobenzene